N-((2-(4'-Fluoro-2'-(4-methyl-4H-1,2,4-triazol-3-yl)-[1,1'-biphenyl]-3-yl)-7-(trifluoromethyl)benzo[d]oxazol-5-yl)methyl)-2-methylpropan-1-amine FC1=CC(=C(C=C1)C1=CC(=CC=C1)C=1OC2=C(N1)C=C(C=C2C(F)(F)F)CNCC(C)C)C2=NN=CN2C